NC1=NC(=C2C(=N1)SN=C2C)C=2N=NN(C2)CC2=CC=CC(=N2)CC(C)O (6-((4-(6-amino-3-methylisothiazolo[5,4-d]pyrimidin-4-yl)-1H-1,2,3-triazol-1-yl)methyl)pyridin-2-yl)propan-2-ol